C(C)OC(=O)C=1C=NN(C1)CC=1C(=NC(=CC1)N1CC2CC2C1)CC#N 1-[(6-{3-Azabicyclo[3.1.0]hex-3-yl}-2-(cyanomethyl)pyridin-3-yl)methyl]-1H-pyrazole-4-carboxylic acid ethyl ester